8-(1-(2,2-difluoroethyl)-1H-pyrazolo[3,4-b]pyrazin-6-yl)-2-(4-(trifluoromethyl)pyridin-3-yl)-2,8-diazaspiro[4.5]decan-3-one FC(CN1N=CC=2C1=NC(=CN2)N2CCC1(CC(N(C1)C=1C=NC=CC1C(F)(F)F)=O)CC2)F